ClC1=C(C=C2C=C(N=CC2=C1)NC(=O)[C@@H]1[C@H](C1)C=1C=NC=NC1)N1CCC(CC1)(F)C#N (1S,2S)-N-[7-chloro-6-(4-cyano-4-fluoro-1-piperidyl)-3-isoquinolyl]-2-pyrimidin-5-yl-cyclopropanecarboxamide